FC1=NC=C(C=C1NC1=NC=C(C(=N1)N1OCC[C@H]1C1=CC=CC=C1)C(F)(F)F)N1[C@H]2CN([C@@H](C1)C2)C N-(2-fluoro-5-((1R,4R)-5-methyl-2,5-diazabicyclo[2.2.1]heptan-2-yl)pyridin-3-yl)-4-((S)-3-phenylisoxazolidin-2-yl)-5-(trifluoromethyl)pyrimidin-2-amine